N1(CC(CCC1)C1CCNCC1)CC=1C=C2CN(C(C2=CC1)=O)N1C(NC(CC1)=O)=O 1-(5-([3,4'-bipiperidinyl]-1-ylmethyl)-1-oxoisoindolin-2-yl)dihydropyrimidine-2,4(1H,3H)-dione